C(C)(C)(C)C=1C(=C(C=CC1)PC)Br tert-butylmethylphosphino-2-bromobenzene